4-hydroxy-4,7-dihydrothieno[2,3-c]pyridine-6(5H)-carboxylic acid tert-butyl ester C(C)(C)(C)OC(=O)N1CC2=C(C(C1)O)C=CS2